[C@@H]1([C@H](CCCC1)C(=O)OCCCCCCC(C)C)C(=O)OCCCCCCC(C)C 1,2-bis(7-methyloctyl) (1r,2s)-cyclohexane-1,2-dicarboxylate